COC1=C(C=C(C(=O)OCC(C)C)C#N)C=CC=C1 isobutyl 2-methoxy-α-cyanocinnamate